C(C)OC(=O)C1=C(C=2N(N=C1)C=C(N2)C)Cl 8-chloro-2-methylimidazo[1,2-b]Pyridazine-7-carboxylic acid ethyl ester